8-(4,5-dichloro-3-pyridinyl)-N-(2,3-dihydro-1,4-benzoxazin-4-yl)-4-morpholino-quinoline-3-carboxamide ClC1=C(C=NC=C1Cl)C=1C=CC=C2C(=C(C=NC12)C(=O)NN1CCOC2=C1C=CC=C2)N2CCOCC2